C(C)(C)N1[C@@H]2CN[C@H](C1)C2 (1S,4S)-2-isopropyl-2,5-diazabicyclo[2.2.1]Heptane